ClCCCCCCOCCOCCOCCOCCOCCOCCNC(CCC(=O)N1CCC(CC1)C1=NN(C=2C=CC=C(C12)C1=C(C=C2C=NN(C2=C1)C)F)CC(=O)NCC(=O)NCC(=O)O)=O (2-(3-(1-(29-chloro-4-oxo-8,11,14,17,20,23-hexaoxa-5-azanonacosanoyl)piperidin-4-yl)-5'-fluoro-1'-methyl-1H,1'H-[4,6'-biindazol]-1-yl)acetyl)glycylglycine